tert-butyl (E)-3-(4-iodophenyl)prop-2-enoate IC1=CC=C(C=C1)/C=C/C(=O)OC(C)(C)C